FC1=C(C=CC(=C1)CNC(CF)C)C1=NN=CO1 5-(2-fluoro-4-((1-fluoropropan-2-ylamino)methyl)phenyl)-1,3,4-oxadiazol